Ethyl 3-chloro-2,2-dimethyl-3-oxopropanoate ClC(C(C(=O)OCC)(C)C)=O